CN1N=C(C=C1)NC1=NN=C(S1)C(=O)OCC Ethyl 5-((1-methyl-1H-pyrazol-3-yl)amino)-1,3,4-thiadiazole-2-carboxylate